C(C)C(CCO)(CCO)CC 3,3-diethyl-1,5-pentanediol